C(C)SC1=CC=CC=2C=3N(C(=NC12)N[C@H]1C(NCCN(C1)C(=O)OCC1=CC=CC=C1)=O)N=C(N3)C3=CC=C(C=C3)OC Benzyl (6R)-6-{[7-(ethylsulfanyl)-2-(4-methoxyphenyl) [1,2,4]triazolo[1,5-c]quinazolin-5-yl] amino}-5-oxo-1,4-diazacycloheptane-1-carboxylate